3,3-dimethyl-1,3-azasilolidine hydrochloride Cl.C[Si]1(CNCC1)C